N-(2-(4-((1R,4R)-2-oxa-5-azabicyclo[2.2.1]heptane-5-yl)piperidine-1-yl)-5-((6-((R)-3-(2,4-difluorophenyl)isoxazolidine-2-yl)pyrimidine-4-yl)amino)-4-methoxyphenyl)acrylamide [C@H]12OC[C@H](N(C1)C1CCN(CC1)C1=C(C=C(C(=C1)OC)NC1=NC=NC(=C1)N1OCC[C@@H]1C1=C(C=C(C=C1)F)F)NC(C=C)=O)C2